3-(4-((1-(3-aminopropyl)piperidin-4-yl)methyl)-1-oxoisoindolin-2-yl)piperidine-2,6-dione NCCCN1CCC(CC1)CC1=C2CN(C(C2=CC=C1)=O)C1C(NC(CC1)=O)=O